1-bromo-3-chloro-5,5-dimethylhydantoin BrN1C(=O)N(C(=O)C1(C)C)Cl